N1N=C(C2=CC=CC=C12)NC(=O)NC=1C=NC=C(C1)C1=NN=CN1C(C)C 1-(1H-indazol-3-yl)-3-(5-(4-isopropyl-4H-1,2,4-triazol-3-yl)pyridin-3-yl)urea